ethyl (R,Z)-3-((3-butyl-5-(cyclopentylmethyl)-2-methyl-7-(methylthio)-1,1-dioxido-2,3,4,5-tetrahydrobenzo[f][1,2,5]thiadiazepin-8-yl)oxy)-2-fluoroacrylate C(CCC)[C@H]1N(S(C2=C(N(C1)CC1CCCC1)C=C(C(=C2)O\C=C(\C(=O)OCC)/F)SC)(=O)=O)C